N-((1R,2R,4S)-7-cyano-7-azabicyclo[2.2.1]heptan-2-yl)-2-fluoro-4-(imidazo[1,5-a]pyridin-6-yl)benzamide C(#N)N1[C@H]2[C@@H](C[C@@H]1CC2)NC(C2=C(C=C(C=C2)C=2C=CC=1N(C2)C=NC1)F)=O